FC(CN(C)C1C[C@H](CC1)NC1=NC=C(C(=N1)C1=CNC2=CC(=CC=C12)C(=O)O)C(F)(F)F)CCNC 3-(2-{[(1S)-3-(4-Fluoro-2,7-diazaoct-2-yl)cyclopentyl]amino}-5-(trifluoromethyl)pyrimidin-4-yl)-1H-indole-6-carboxylic acid